(R)-N-(1-(3-amino-5-(trifluoromethyl)phenyl)ethyl)-2-methyl-6-(1,4-dioxaspiro[4.5]decan-8-yl)-8,9-dihydro-7H-cyclopenta[H]quinazolin-4-amine NC=1C=C(C=C(C1)C(F)(F)F)[C@@H](C)NC1=NC(=NC2=C3C(=C(C=C12)C1CCC2(OCCO2)CC1)CCC3)C